6-(chloromethyl)spiro[4H-1,4-benzoxazin-2,1'-cyclopropan]-3-one ClCC=1C=CC2=C(NC(C3(CC3)O2)=O)C1